methyl 5-(4-fluorophenoxy)-1H-1,2,3-triazole-4-carboxylate FC1=CC=C(OC2=C(N=NN2)C(=O)OC)C=C1